C(CCCCCCCCCCCCCCCCC)B(O)O OCTADECYLBORONIC ACID